N-(3-(difluoromethyl)-1-((trans)-4-(hydroxymethyl)cyclohexyl)-1H-pyrazol-4-yl)-5-morpholinopyrazolo[1,5-a]pyrimidine-3-carboxamide FC(C1=NN(C=C1NC(=O)C=1C=NN2C1N=C(C=C2)N2CCOCC2)[C@@H]2CC[C@H](CC2)CO)F